9,9-bis(4-(2-hydroxyethoxy)phenyl)dinaphthyl-fluorene methyl-1-methyl-2,2'-dioxospiro[indoline-3,5'-oxazolidine]-6-carboxylate COC(=O)C1=CC=C2C(=C1)N(C(C21CNC(O1)=O)=O)C.OCCOC1=CC=C(C=C1)C1(C2=CC=CC=C2C=2C=CC(=C(C12)C1=CC=CC2=CC=CC=C12)C1=CC=CC2=CC=CC=C12)C1=CC=C(C=C1)OCCO